2-((6-(4-(3-aminooxetane-3-carbonyl)piperazin-1-yl)-3,5-dicyano-4-ethylpyridin-2-yl)thio)-2-phenylacetamide, formic acid salt C(=O)O.NC1(COC1)C(=O)N1CCN(CC1)C1=C(C(=C(C(=N1)SC(C(=O)N)C1=CC=CC=C1)C#N)CC)C#N